8-(5-(6-bromoquinazolin-4-yl)-3-fluoropyridin-2-yl)-2,8-diazaspiro[4.5]decan-1-one BrC=1C=C2C(=NC=NC2=CC1)C=1C=C(C(=NC1)N1CCC2(CCNC2=O)CC1)F